N[C@H](C(C)C)C(=O)OC[C@]1(O[C@H](C[C@@H]1OC([C@H](N)C(C)C)=O)N1C2=NC(=NC(=C2N=C1)N)F)C#C ((2R,3S,5R)-3-((D-valyl)oxy)-5-(6-amino-2-fluoro-9H-purin-9-yl)-2-ethynyltetrahydrofuran-2-yl)methyl D-valinate